(4-(6-nitropyridin-3-yl)morpholin-2-yl)propan-2-ol [N+](=O)([O-])C1=CC=C(C=N1)N1CC(OCC1)CC(C)O